N'-{5-[1-(4-ethylphenyl)-1H-pyrazol-4-yl]-1H-indol-3-yl}-N,N-dimethylethanediamide C(C)C1=CC=C(C=C1)N1N=CC(=C1)C=1C=C2C(=CNC2=CC1)NC(C(=O)N(C)C)=O